tris[4-(4-acetyl-3-ethylphenylthio)phenyl]sulfonium p-toluenesulfonate CC1=CC=C(C=C1)S(=O)(=O)[O-].C(C)(=O)C1=C(C=C(C=C1)SC1=CC=C(C=C1)[S+](C1=CC=C(C=C1)SC1=CC(=C(C=C1)C(C)=O)CC)C1=CC=C(C=C1)SC1=CC(=C(C=C1)C(C)=O)CC)CC